(S)-(3-(dimethylamino)pyrrolidin-1-yl)(4-morpholino-2-(3-(m-tolyl)-1H-pyrazol-1-yl)thieno[3,2-d]pyrimidin-6-yl)methanone CN([C@@H]1CN(CC1)C(=O)C1=CC=2N=C(N=C(C2S1)N1CCOCC1)N1N=C(C=C1)C=1C=C(C=CC1)C)C